β-Methoxyethoxymethylether COCCOCOCOCCOC